N-[4-(3-chlorophenoxy)-3-sulfamylphenyl]-2-(2,6-dichloro-3-cyclopropylphenyl)acetamide ClC=1C=C(OC2=C(C=C(C=C2)NC(CC2=C(C(=CC=C2Cl)C2CC2)Cl)=O)S(N)(=O)=O)C=CC1